FC(CO)(CC1=CC=2N(C=C1F)C=NN2)F 2,2-difluoro-3-(6-fluoro-[1,2,4]triazolo[4,3-a]pyridin-7-yl)propan-1-ol